C(C(=C)C)(=O)OCCC(C(C(C(F)(F)F)(F)F)(F)F)(F)F 3,3,4,4,5,5,6,6,6-nonafluorohexyl methacrylate